butyl-pyridinesultone C(CCC)C1N2C(=CC=C1)OS2(=O)=O